3-((3-methylquinolin-4-yl)amino)-N-(3-(pyridin-4-yloxy)phenyl)benzamide CC=1C=NC2=CC=CC=C2C1NC=1C=C(C(=O)NC2=CC(=CC=C2)OC2=CC=NC=C2)C=CC1